(R)-2,2,5,5-Tetramethyl-[1,3]dioxane-4-carboxylic acid [(S)-2-(2,5-difluoro-benzoylamino)-propyl]amide FC1=C(C(=O)N[C@H](CNC(=O)[C@@H]2OC(OCC2(C)C)(C)C)C)C=C(C=C1)F